tert-butyl 2-((8-(((tert-butoxycarbonyl)amino) (cyclohexyl)methyl)-3,7-dimethyl-2,6-dioxo-2,3,6,7-tetrahydro-1H-purin-1-yl)methyl)-4-chloro-1H-indole-1-carboxylate C(C)(C)(C)OC(=O)NC(C1=NC=2N(C(N(C(C2N1C)=O)CC=1N(C2=CC=CC(=C2C1)Cl)C(=O)OC(C)(C)C)=O)C)C1CCCCC1